cis-3-dodecene-1,1-dicarboxylic anhydride C1(C\C=C/CCCCCCCC)C(=O)OC1=O